1-trimethylsiloxy-1,3-butadiene C[Si](OC=CC=C)(C)C